5-(3-(3-Methyloxyoxetan-3-yl)phenyl)-3-(4-(trifluoromethyl)phenyl)-1,2,4-oxadiazole COC1(COC1)C=1C=C(C=CC1)C1=NC(=NO1)C1=CC=C(C=C1)C(F)(F)F